3,3-difluoro-5-hydroxy-piperidine-1-carboxylic acid 9H-fluoren-9-ylmethyl ester C1=CC=CC=2C3=CC=CC=C3C(C12)COC(=O)N1CC(CC(C1)O)(F)F